FC(C(=O)O)(F)F.NC=1NC(C2=C(N1)NC(=C2C2=CC=CC1=C2OCC(N1)=O)C1=CC=C(C=C1)S(=O)(=O)N(C)C)=O 4-(2-Amino-4-oxo-5-(3-oxo-3,4-dihydro-2H-benzo[b][1,4]oxazin-8-yl)-4,7-dihydro-3H-pyrrolo[2,3-d]pyrimidin-6-yl)-N,N-dimethylbenzenesulfonamide, trifluoroacetic acid salt